ClC1=NN=C(C2=CC=CC=C12)N([C@H]1CN(CCC1)C)C (R)-4-Chloro-N-methyl-N-(1-methylpiperidin-3-yl)phthalazin-1-amine